2-({[3-chloro-1-(2,6-difluorophenyl)-6-methyl-2-oxo-1,2-dihydropyridin-4-yl]oxy}methyl)-5-fluorobenzyl-carbamic acid ethyl ester C(C)OC(NCC1=C(C=CC(=C1)F)COC1=C(C(N(C(=C1)C)C1=C(C=CC=C1F)F)=O)Cl)=O